NC=1SC2=C(N1)CCC(C2)NCCC 2-amino-4,5,6,7-tetrahydro-6-(propylamino)-benzothiazole